7-bromo-3-((4-methoxybenzyl)amino)quinoxaline-2-carbaldehyde BrC1=CC=C2N=C(C(=NC2=C1)C=O)NCC1=CC=C(C=C1)OC